6-chloro-3-(3-cyclopropyl-2-fluoro-phenoxy)-N-[2-(2,4-dimethylphenyl)-2,2-difluoro-ethyl]-5-methyl-pyridazin-4-carboxamide ClC1=C(C(=C(N=N1)OC1=C(C(=CC=C1)C1CC1)F)C(=O)NCC(F)(F)C1=C(C=C(C=C1)C)C)C